C(C)(C)N1COC2=C1C1=CC=CC=C1C(=C2)C2=CC=C(C=C2)C(F)(F)F N-isopropyl-5-(4-(trifluoromethyl)phenyl)naphtho[1,2-d]oxazole